FC(C(=O)O)(F)F.C1C=2N(CCN1)C(=CC2)C(=O)N tetrahydropyrrolo[1,2-a]pyrazine-6-carboxamide trifluoroacetate